N1CC(C1)C1=CC=C(N(C2=CC=CC=C2)CC2CC2)C=C1 4-(azetidin-3-yl)-N-(cyclopropylmethyl)-N-phenyl-aniline